FC=1C=C(C=CC1F)N1C(=C(C2=C(C(=CC=C12)F)O)C1=C(C(=O)O)C=CC=C1)C(COC)(C)C [1-(3,4-difluorophenyl)-5-fluoro-4-hydroxy-2-(2-methoxy-1,1-dimethyl-ethyl)indol-3-yl]benzoic acid